6-amino-5-(hydroxymethyl)-2-methylisoindolin-1-one NC1=C(C=C2CN(C(C2=C1)=O)C)CO